C(CCCCCCC)[NH+](CCCCCCCC)CCCCCCCC trioctyl-ammonium